F[C@@H]1CN(CC[C@@H]1NC1=NN2C(C(=N1)OC)=C(C=C2)C=2C=CC1=C(N(N=N1)CCF)C2)CC(=O)N(C)C 2-((3R,4S)-3-Fluoro-4-((5-(1-(2-fluoroethyl)-1H-benzo[d][1,2,3]triazol-6-yl)-4-methoxypyrrolo[2,1-f][1,2,4]triazin-2-yl)amino)piperidin-1-yl)-N,N-dimethylacetamide